tert-butyl 6-((N-(tert-butoxycarbonyl) sulfamoyl) (2-fluoroethyl) amino)-2-azaspiro[3.3]heptane-2-carboxylate C(C)(C)(C)OC(=O)NS(=O)(=O)N(C1CC2(CN(C2)C(=O)OC(C)(C)C)C1)CCF